N-(cis-4-(2-methoxyethoxy)cyclohexyl)-5-(quinolin-6-yl)-7H-pyrrolo[2,3-d]pyrimidin-2-amine COCCO[C@H]1CC[C@H](CC1)NC=1N=CC2=C(N1)NC=C2C=2C=C1C=CC=NC1=CC2